1,2-dimethylene-hexamethylene diisocyanate C=C(C(CCCCN=C=O)=C)N=C=O